(E)-N-(9-((3-methylbenzylidene)amino)-2-morpholino-9H-purin-6-yl)oxazol-5-amine CC=1C=C(\C=N\N2C3=NC(=NC(=C3N=C2)NC2=CN=CO2)N2CCOCC2)C=CC1